C(C)C(C(=O)O)CC(=O)C=1SC2=C(C1)C=C(C(=C2)OC)O 2-ethyl-4-(5-hydroxy-6-methoxybenzothiophen-2-yl)-4-oxobutanoic acid